C(#N)C=1C=C(NC2CC(C2)C(=O)O)C=CC1F 3-(3-cyano-4-fluoro-anilino)cyclobutanecarboxylic acid